(S)-N'-(cyclopropanecarbonyl)-2-(2,2-dimethyl-3-oxo-2,3-dihydrobenzofuran-6-ylamino)-4-(2-hydroxy-1-phenylethylamino)pyrimidine-5-carbohydrazide C1(CC1)C(=O)NNC(=O)C=1C(=NC(=NC1)NC1=CC2=C(C(C(O2)(C)C)=O)C=C1)N[C@H](CO)C1=CC=CC=C1